C1(=CC=CC=C1)NC1=CC=C(C2=CC=C(NC3=CC=CC=C3)C=C2)C=C1 bis(phenyl)-benzidine